C(=C\C)/N1C(CC1)=S 1-[(1E)-1-propen-1-yl]-2-azetidinethione